1-((S)-2,2-difluorocyclobutyl)-N-((R)-1-(3-(difluoromethyl)-2-fluorophenyl)ethyl)-4-(((1R,5S,8R)-3-methyl-3-azabicyclo[3.2.1]oct-8-yl)amino)-6-oxo-1,6-dihydropyridine-3-carboxamide FC1([C@H](CC1)N1C=C(C(=CC1=O)NC1[C@H]2CN(C[C@@H]1CC2)C)C(=O)N[C@H](C)C2=C(C(=CC=C2)C(F)F)F)F